(S)-2-(3,5-dichloro-4-(8-chloro-5-((3-hydroxy-1-(methylamino)-1-oxopropan-2-yl) oxy)-2-methyl-4-oxo-1,6-naphthyridin-1(4H)-yl)phenoxy)ethyl dihydrogen phosphate P(=O)(OCCOC1=CC(=C(C(=C1)Cl)N1C(=CC(C2=C(N=CC(=C12)Cl)O[C@H](C(=O)NC)CO)=O)C)Cl)(O)O